tri(tetradecyl)phosphine C(CCCCCCCCCCCCC)P(CCCCCCCCCCCCCC)CCCCCCCCCCCCCC